2-[3-(trifluoromethyl)phenyl]malonic acid FC(C=1C=C(C=CC1)C(C(=O)O)C(=O)O)(F)F